(E)-4-(6-(4-(trifluoromethoxy)phenoxy)pyridin-3-yl)but-3-en-2-one FC(OC1=CC=C(OC2=CC=C(C=N2)/C=C/C(C)=O)C=C1)(F)F